C1(CC1)C=1C=NN2C1N=C(C=C2NCC2=CC=C(C=C2)C2=NC=CC=C2)NC[C@@H]2[C@H](CNCC2)O (3R,4R)-4-(((3-cyclopropyl-7-((4-(pyridin-2-yl)benzyl)amino)pyrazolo[1,5-a]pyrimidin-5-yl)amino)methyl)piperidin-3-ol